4-((3-bromo-2-methylphenoxy)methyl)-5-chloro-2-hydroxybenzaldehyde BrC=1C(=C(OCC2=CC(=C(C=O)C=C2Cl)O)C=CC1)C